N-(2-isobutoxy-4-methylbenzyl)-4-(trifluoromethoxy)benzenesulfonamide C(C(C)C)OC1=C(CNS(=O)(=O)C2=CC=C(C=C2)OC(F)(F)F)C=CC(=C1)C